ethyl rac-(2S,3S,4S,5R)-3-(3,4-difluorophenyl)-4,5-dimethyl-5-(trifluoromethyl)tetrahydrofuran-2-carboxylate FC=1C=C(C=CC1F)[C@H]1[C@H](O[C@]([C@H]1C)(C(F)(F)F)C)C(=O)OCC |r|